C(C1=CC=CC=C1)OCCC(=O)O 3-benzyloxypropanoic acid